N[C@H](C(=O)N)CCCl L-2-amino-4-chlorobutyramide